5-(6-trifluoromethylpyridin-3-yl)-3-(1-methyl-1H-pyrazol-4-yl)pyrazin-2-amine FC(C1=CC=C(C=N1)C=1N=C(C(=NC1)N)C=1C=NN(C1)C)(F)F